1-(aminomethyl)-cyclohexane-4-carboxylic acid NCC1CCC(CC1)C(=O)O